3-[7-methoxy-1-oxo-5-(piperazin-1-yl)-1,3-dihydro-2H-isoindol-2-yl]piperidine-2,6-dione hydrochloride Cl.COC=1C=C(C=C2CN(C(C12)=O)C1C(NC(CC1)=O)=O)N1CCNCC1